C(C)(C)(C)OC(NCCC(C)C1=C(C(=CC=C1N1CN(C(C2=CC(=C(C=C12)C(F)(F)F)F)=O)C=1C(=NC(=CC1)OC)Br)F)F)=O (3-(6-(3-(2-bromo-6-methoxypyridin-3-yl)-6-fluoro-4-oxo-7-(trifluoromethyl)-3,4-dihydro-quinazolin-1(2H)-yl)-2,3-difluorophenyl)butyl)-carbamic acid tert-butyl ester